CC=1N=CN(C1)C1=NC=C(C#N)C=C1 6-(4-Methyl-1H-imidazol-1-yl)nicotinonitrile